N1C=CC2=CC(=CC=C12)C1=CC=CC(=N1)C(=O)N(C1=CC=C(C=C1)C(F)(F)F)C1=CC=C(C=C1)C(F)(F)F 6-(1H-indol-5-yl)-N,N-bis(4-(trifluoromethyl)phenyl)picolinamide